C(C1=CC=CC=C1)(=O)O[C@H](C)C1=CC2=C(N=C(N=C2)NC2CCC(CC2)NC(CN(C)C)=O)C(=N1)NC(C)C (R)-1-(2-(((1r,4R)-4-(2-(dimethylamino)acetamido)cyclohexyl)amino)-8-(isopropylamino)pyrido[3,4-d]pyrimidin-6-yl)ethyl benzoate